2-(2-acetylpyrimidin-5-yl)-5-chlorobenzaldehyde C(C)(=O)C1=NC=C(C=N1)C1=C(C=O)C=C(C=C1)Cl